ClC=1C=CC(=C(C1)N1CON(CO1)C1=CC=CC=C1CCC(=O)NC1=CC=C(C=C1)P(=O)(C)C)N1N=NC(=C1)Cl 2-(4-(5-chloro-2-(4-chloro-1H-1,2,3-Triazol-1-yl)phenyl)-2,5-dioxapiperazin-1-yl)-N-(4-(dimethylphosphoryl)phenyl)-3-benzenePropionamide